4-cyclobutyl-N-((S)-(4,4-difluorocyclohexyl)(4-fluoro-5-(((S)-2-oxo-4-(trifluoromethyl)imidazolidin-1-yl)methyl)-benzo[d]oxazol-2-yl)methyl)-isoxazole-3-carboxamide C1(CCC1)C=1C(=NOC1)C(=O)N[C@H](C=1OC2=C(N1)C(=C(C=C2)CN2C(N[C@@H](C2)C(F)(F)F)=O)F)C2CCC(CC2)(F)F